(S)-1-(3,5-difluorophenyl)propane-1,3-diol FC=1C=C(C=C(C1)F)[C@H](CCO)O